CC(C)NC(O)=O.SCC1=C(C=C(C(=C1)CS)CS)CS 1,2,4,5-tetrakis(mercaptomethyl)benzene 2-propylcarbamate